ClC=1C(=C(C=CC1)NC=1C2=C(N=CN1)C=C(C(=N2)N2CC(C2)NC(OC(C)(C)C)=O)OC)F tert-butyl (1-(4-((3-chloro-2-fluorophenyl)amino)-7-methoxypyrido[3,2-d]pyrimidin-6-yl)azetidin-3-yl)carbamate